morpholine N-oxide [NH+]1(CCOCC1)[O-]